FC(OC1=CC=C(C=C1)S(=O)(=O)N1CC2=C(C1)CN(C2)C(CC2=NC=CC=N2)=O)F 1-{5-[4-(Difluoromethoxy)benzenesulfonyl]-1H,2H,3H,4H,5H,6H-pyrrolo[3,4-c]pyrrol-2-yl}-2-(pyrimidin-2-yl)ethan-1-one